C(C)OC(=O)C=1N(C=CC1C(=O)OCC)C1=NN(C=C1)C (1-methyl-1H-pyrazol-3-yl)-1H-pyrrole-2,3-dicarboxylic acid diethyl ester